(E)-3-(dimethylamino)-1-(pyrimidin-5-yl)prop-2-en-1-one CN(/C=C/C(=O)C=1C=NC=NC1)C